NCCN1CC2=CC(=CC=C2C2(CCN(CC2)C2CCC(CC2)C(C)C)C1=O)C#N 2-(2-amino-ethyl)-1'-((1s,4s)-4-isopropyl-cyclohexyl)-3-oxo-2,3-dihydro-1H-spiro[isoquinoline-4,4'-piperidine]-7-carbonitrile